dipentaerythritol triacrylate tripropionate C(CC)(=O)OCC(COCC(COC(C=C)=O)(COC(C=C)=O)COC(CC)=O)(COC(C=C)=O)COC(CC)=O